C(C)N1C[C@@H](CCC1)NC1=C2C(=C(N=N1)C1=CC=C3C(CCO3)=C1O)N(N=C2)C 5-[4-[[(3R)-1-Ethyl-3-piperidyl]amino]-1-methyl-pyrazolo[3,4-d]pyridazin-7-yl]-2,3-dihydrobenzofuran-4-ol